[Cl-].OC(C[N+](C)(C)C)COC1=CC=CC=2C(C3=CC=CC=C3SC12)=O 2-hydroxy-3-(9-oxo-9H-thioxanthen-4-yloxy)-N,N,N-trimethyl-1-propanaminium chloride